FC1(CN(CC[C@H]1NC1=NN2C(C(=N1)OC)=C(C=C2)C=2C=CC1=C(N(N=N1)[C@H](CF)C)C2)C)F N-((R)-3,3-difluoro-1-methylpiperidin-4-yl)-5-(1-((S)-1-fluoropropan-2-yl)-1H-benzo[d][1,2,3]triazol-6-yl)-4-methoxypyrrolo[2,1-f][1,2,4]triazin-2-amine